3-bromo-6-methyl-6H-indole BrC=1C=NC2=CC(C=CC12)C